ClC=1C=C(C=CC1)C(CO)NC(=O)C=1N=CN(C1)C1=NC(=NC=C1C)NC1CCNCC1 N-(1-(3-chlorophenyl)-2-hydroxyethyl)-1-(5-methyl-2-(piperidin-4-ylamino)pyrimidin-4-yl)-1H-imidazole-4-carboxamide